1,6-dihydropyridazine N1N=CC=CC1